ClC1=CC=C(C(=N1)C=1C=NN(C1)C)NC(C)C=1C=2C3=C(N(C(C2C=C(C1)C)=O)C)N(N=C3)C3CCN(CC3)C(=O)OCC3=CC=CC=C3 benzyl 4-[9-[1-[[6-chloro-2-(1-methylpyrazol-4-yl)-3-pyridyl] amino] ethyl]-4,7-dimethyl-5-oxo-pyrazolo[3,4-c]isoquinolin-3-yl]piperidine-1-carboxylate